ClC=1C=C(C=C(C1)F)[C@@H]1N(OCC1)C1=CC(=NC=N1)NC=1C(=CC(=C(C1)NC(C=C)=O)N1CCC(CC1)N1C[C@@H](OCC1)C)OC N-(5-((6-((R)-3-(3-chloro-5-fluorophenyl)isoxazolidine-2-yl)pyrimidine-4-yl)amino)-4-methoxy-2-(4-((S)-2-methylmorpholino)piperidine-1-yl)phenyl)acrylamide